FC(C1(CCNCC1)NS(=O)(=O)C)(F)F N-(4-(trifluoromethyl)piperidin-4-yl)methanesulfonamide